4-bromo-7-fluoro-1H-pyrrolo[3,2-c]pyridine BrC1=NC=C(C2=C1C=CN2)F